C(#N)[C@H](C[C@H]1C(NCCC1)=O)NC(=O)[C@H]1N(C[C@H]2[C@@H]1CC(C2)(F)F)C([C@H](C(C)(C)C)NC(C(F)(F)F)=O)=O (1S,3aR,6aS)-N-((S)-1-cyano-2-((S)-2-oxopiperidin-3-yl)ethyl)-2-((S)-3,3-dimethyl-2-(2,2,2-trifluoroacetamido)butanoyl)-5,5-difluorooctahydrocyclopenta[c]pyrrole-1-carboxamide